6-((S)-2-amino-3-fluoropropyl)-2-(1-(cyclopropylmethyl)-7-(1-fluoro-2-(1H-imidazol-1-yl)ethoxy)-1H-indol-2-yl)-1-methyl-1,6,7,8-tetrahydro-5H-imidazo[4,5-g]isoquinolin-5-one N[C@@H](CN1C(C=2C=C3C(=CC2CC1)N(C(=N3)C=3N(C1=C(C=CC=C1C3)OC(CN3C=NC=C3)F)CC3CC3)C)=O)CF